ClC1=C(C=CC(=C1)C=1C=C2C=NN(C2=CC1)C1=C(C=CC(=C1)O)F)O 2-Chloro-4-(1-(2-fluoro-5-hydroxyphenyl)-1H-indazol-5-yl)phenol